3-amino-N-[(3R)-7-[(4S,5R)-4-amino-1-oxa-7-azaspiro[4.4]nonan-7-yl]-3,4-dihydro-2H-1-benzopyran-3-yl]-6-methylthieno[2,3-b]pyridine-2-carboxamide NC1=C(SC2=NC(=CC=C21)C)C(=O)N[C@H]2COC1=C(C2)C=CC(=C1)N1C[C@@]2([C@H](CCO2)N)CC1